N-methoxy-N-methylcyclopropanecarboxamide CON(C(=O)C1CC1)C